COC=1C(N(C(=NC1C=1OC2=NC=CC=C2N1)N1C(C2=CC=CC=C2CC1)C1=CC=CC=C1)C)=O 5-methoxy-3-methyl-6-{[1,3]oxazolo[5,4-b]pyridin-2-yl}-2-(1-phenyl-1,2,3,4-tetrahydroisoquinolin-2-yl)-3,4-dihydropyrimidin-4-one